C(C=C)(=O)OCCCCC#N cyanoButyl acrylate